CS(=O)(=O)OCC1CCN(CC1)C1=CC=C2C(=NN(C2=C1)C)C=1C(=NC(=CC1)OCC1=CC=CC=C1)OCC1=CC=CC=C1 (1-(3-(2,6-bis(benzyloxy)pyridin-3-yl)-1-methyl-1H-indazol-6-yl)piperidin-4-yl)methyl methanesulfonate